ClC=1N=C2C(=C(C(N(C2=CC1)C)=O)C#N)N[C@@H]1CC[C@@H](CC1)N(C1=CC=C(C=C1)F)CC1CC1 cis-6-Chloro-4-((4-((cyclopropylmethyl)(4-fluorophenyl)amino)cyclohexyl)amino)-1-methyl-2-oxo-1,2-dihydro-1,5-naphthyridine-3-carbonitrile